NC1=C(SC=C1)C(=O)NCC1=NC(=NO1)C=1C=C2C(=CC=CN2C1SC(F)(F)F)N[C@H]1[C@H](CN(CC1)C)F 3-amino-N-{[3-(8-{[(3S,4R)-3-fluoro-1-methylpiperidin-4-yl]amino}-3-[(trifluoromethyl)sulfanyl]indolizin-2-yl)-1,2,4-oxadiazol-5-yl]methyl}thiophene-2-carboxamide